7-bromo-1-(2-trimethylsilylethoxymethyl)benzimidazole-4-carboxylic acid BrC1=CC=C(C2=C1N(C=N2)COCC[Si](C)(C)C)C(=O)O